CC=1N=C2N(C=C(N=C2C)NC(=O)N2CCC=3C2=NC=CC3N3CCN(CC3)C(=O)OC(C)(C)C)C1 tert-butyl 4-(1-((2,8-dimethylimidazo[1,2-a]pyrazin-6-yl)carbamoyl)-2,3-dihydro-1H-pyrrolo[2,3-b]pyridin-4-yl)piperazine-1-carboxylate